FC=1C=C(C2=C(SC=C2)C1)N1CCN(CC1)CCC1=CC=C2CCC(N(C2=C1)CO)=O 7-(2-(4-(6-fluorobenzo[b]thiophen-4-yl)piperazin-1-yl)ethyl)-1-(hydroxymethyl)-3,4-dihydroquinolin-2(1H)-one